(6-bromo-3-(2-chloro-5-fluorophenyl)-2-(4-methoxybenzyl)-1-oxoisoindolin-4-yl)-5-fluoro-3-acetoxy-indole-1-carboxamide BrC1=CC(=C2C(N(C(C2=C1)=O)CC1=CC=C(C=C1)OC)C1=C(C=CC(=C1)F)Cl)C=1N(C2=CC=C(C=C2C1OC(C)=O)F)C(=O)N